C1CCC12CCC(CC2)OC=2C=C1C=CC(=CC1=CC2)CN2CCCCC2 1-((6-(Spiro[3.5]nonan-7-yloxy)naphthalen-2-yl)methyl)piperidin